(R)-4-(2-(bis(methyl-d3)amino)-2-oxoethyl)-9-fluoro-3-methyl-5-oxo-N-((S)-1-phenylethyl)-2,3,4,5-tetrahydrobenzofuro[2,3-f][1,4]oxazepine-3-carboxamide C([2H])([2H])([2H])N(C(CN1[C@](COC2=C(C1=O)OC1=C2C=C(C=C1)F)(C(=O)N[C@@H](C)C1=CC=CC=C1)C)=O)C([2H])([2H])[2H]